C(C)(=O)OO[C@H]1[C@@H](O[C@@H]([C@H]1OOC(C)=O)C)N1C(=O)N=C(N)C(=C1)F di-O-acetoxy-5'-deoxy-5-fluoro-cytidine